BrC=1C=C2C=CN=C(C2=CC1)N[C@H]1CN(CCC1)C(=O)OC(C)(C)C tert-butyl (R)-3-((6-bromoisoquinolin-1-yl)amino)piperidine-1-carboxylate